COC=1C=C(C=C2OC3=C(C2=O)C=CC(=C3)O)C=CC1OC 2-(3,4-dimethoxybenzylidene)-6-hydroxybenzofuran-3(2H)-one